C(C)(=O)[O-].[Mn+2].[Zn+2].C(C)(=O)[O-].C(C)(=O)[O-].C(C)(=O)[O-] zinc-manganese acetate